6-methylenedioxy-3-(2-(tetrahydropyrrole-1-yl)propyl)-1H-indole-1-carboxylic acid tert-butyl ester C(C)(C)(C)OC(=O)N1C=C(C2=CC=C3C(=C12)OCO3)CC(C)N3CCCC3